1-(5-isopropylpyridin-2-yl)azetidin-3-ol C(C)(C)C=1C=CC(=NC1)N1CC(C1)O